(9H-fluoren-9-yl)methyl ((3S,5S)-5-((6-bromopyridin-2-yl)carbamoyl)pyrrolidin-3-yl)carbamate BrC1=CC=CC(=N1)NC(=O)[C@@H]1C[C@@H](CN1)NC(OCC1C2=CC=CC=C2C=2C=CC=CC12)=O